CC(=CCS)C 3-methylbut-2-ene-1-thiol